tert-butyl 6-[8-[tert-butoxycarbonyl(2-cyanoallyl)amino]-7-methoxycarbonyl-2-naphthyl]pyridine-2-carboxylate C(C)(C)(C)OC(=O)N(C=1C(=CC=C2C=CC(=CC12)C1=CC=CC(=N1)C(=O)OC(C)(C)C)C(=O)OC)CC(=C)C#N